FC1=C(C=CC=C1F)C=1C(N(C(N(C1)CC(=O)OC)=O)CCSC)=O Methyl [5-(2,3-difluoro-phenyl)-3-(2-methylsulfanyl-ethyl)-2,4-dioxo-3,4-dihydro-2H-pyrimidin-1-yl]-acetate